C=C1C=CC(CC1)C(C)C 3-methylene-6-(1-methylethyl)cyclohexene